3-hydroxymethyl-2-hydroxy-benzene-1,5-dicarboxaldehyde OCC=1C(=C(C=C(C1)C=O)C=O)O